NC=1C=C(C=C2C=C(N=CC12)NC(=O)[C@H]1[C@@H](C1)C#N)C=1N(C(C=CC1CC)=O)C |r| (±)-trans-N-[8-amino-6-(3-ethyl-1-methyl-6-oxo-2-pyridyl)-3-isoquinolinyl]-2-cyano-cyclopropanecarboxamide